CN(C)CCOCCN(C)C (bis(dimethylaminoethyl)) ether